6-(8-Fluoro-2-methylimidazo[1,2-a]pyridin-6-yl)-N-methyl-N-(2,2,6,6-tetramethylpiperidin-4-yl)-1,3-benzothiazol-2-amin-Hydrochlorid Cl.FC=1C=2N(C=C(C1)C1=CC3=C(N=C(S3)N(C3CC(NC(C3)(C)C)(C)C)C)C=C1)C=C(N2)C